C1(CCCCC1)C[C@@H](CO)NC(OCC1C2=CC=CC=C2C=2C=CC=CC12)=O (9H-fluoren-9-yl)methyl (S)-(1-cyclohexyl-3-hydroxypropan-2-yl)carbamate